COC1(CCN(CC1)C1=CC=C(C(=N1)C)NC1CC2(C1)CC(C2)N)C N2-(6-(4-methoxy-4-methylpiperidin-1-yl)-2-methylpyridin-3-yl)spiro[3.3]heptane-2,6-diamine